COC1=CC=C(CN2C(N(CCC2=O)C2=CN=C3N2C=CC(=C3)C#CCN3CCN(CC3)C(=O)OC(C)(C)C)=O)C=C1 Tert-butyl 4-(3-(3-(3-(4-methoxybenzyl)-2,4-dioxotetrahydropyrimidin-1(2H)-yl)imidazo[1,2-a]pyridin-7-yl)prop-2-yn-1-yl)piperazine-1-carboxylate